FC(C1=NN=C(O1)C1=CC(=C(CN(S(=O)(=O)N2CCS(CC2)(=N)=O)C2=CC=CC=C2)C=C1)F)F N-(4-(5-(difluoromethyl)-1,3,4-oxadiazol-2-yl)-2-fluorobenzyl)-1-imino-N-phenylthiomorpholine-4-sulfonamide 1-oxide